C(C)(C)(C)OC(=O)N1C[C@@H](CC1)[C@H](C(=O)N1C(OC[C@H]1CC1=CC=CC=C1)=O)CC1=CC(=CC=C1)Br (3S)-3-[(1R)-2-[(4R)-4-benzyl-2-oxo-oxazolidin-3-yl]-1-[(3-bromophenyl)methyl]-2-oxo-ethyl]pyrrolidine-1-carboxylic acid tert-butyl ester